[Li].[Li].OC=1C=C(C#N)C=CC1O 3,4-dihydroxybenzonitrile dilithium